N1CCC2(CC1)SCC1=C2C=CC=C1 3H-spiro[benzo[c]thiophene-1,4'-piperidine]